(6-methoxypyridazin-3-yl)-5-methyl-6-(4-nitrophenyl)thieno[2,3-d]pyrimidine-2,4(1H,3H)-dione COC1=CC=C(N=N1)N1C(NC(C2=C1SC(=C2C)C2=CC=C(C=C2)[N+](=O)[O-])=O)=O